C1(CC1)C1=NC=CC(=C1)[C@H]1OCC[C@H](C1)C=1C=C(C=2N(N1)C(C(=C(N2)C)C)=O)C2CCC(CC2)(F)F 7-[(2S,4R)-2-(2-cyclopropyl-4-pyridyl)tetrahydropyran-4-yl]-9-(4,4-difluorocyclohexyl)-2,3-dimethyl-pyrimido[1,2-b]pyridazin-4-one